2'-(2,6-difluoro-3,5-dimethoxyphenyl)-6'-(1-(3-morpholinopropyl)-1H-pyrazol-4-yl)-1'H-spiro[cyclopropane-1,4'-[2,7]naphthyridin]-3'(2'H)-one FC1=C(C(=C(C=C1OC)OC)F)N1CC2=CN=C(C=C2C2(C1=O)CC2)C=2C=NN(C2)CCCN2CCOCC2